ClC1=CC=C(C=C1)NCC1=NN=C(S1)NC(C1=C(C=NC=C1)C1=C(C=CC=C1)OC)=O N-(5-(((4-chlorophenyl)amino)methyl)-1,3,4-thiadiazol-2-yl)-3-(2-methoxyphenyl)-isonicotinamide